P(=O)([O-])([O-])[O-].[Si+4].[Mg+2].[Ca+2] calcium magnesium silicon phosphate